ClC1=C(C#N)C=CC(=C1)N1CC2(CC1C)CCN(CC2)C2=CC=C(C=C2)C(=O)N2CCC(CC2)CN2CCC(CC2)C2=CC=C(C=C2)NC2C(NC(CC2)=O)=O 2-Chloro-4-(8-(4-(4-((4-(4-((2,6-dioxopiperidin-3-yl)amino)phenyl)piperidin-1-yl)methyl)piperidine-1-carbonyl)phenyl)-3-methyl-2,8-diazaspiro[4.5]decan-2-yl)benzonitrile